5-(azetidin-3-yl)-2-(4-(trifluoromethoxy)phenoxy)pyridine 4-methylbenzenesulfonate CC1=CC=C(C=C1)S(=O)(=O)O.N1CC(C1)C=1C=CC(=NC1)OC1=CC=C(C=C1)OC(F)(F)F